N-(4-{[6-(5-chloro-2-fluorophenyl)-3-methylpyridazin-4-yl]amino}pyridin-2-yl)-3-{[2-(methylamino)ethyl]amino}propanamide ClC=1C=CC(=C(C1)C1=CC(=C(N=N1)C)NC1=CC(=NC=C1)NC(CCNCCNC)=O)F